tris{[2-(tert-butoxycarbonyl)ethoxy]Methyl}methylamine C(C)(C)(C)OC(=O)CCOCC(N)(COCCC(=O)OC(C)(C)C)COCCC(=O)OC(C)(C)C